(-)-p-nitrophenyl-2-amino-1,3-propanediol [N+](=O)([O-])C1=CC=C(C=C1)C(C(CO)N)O